(S)-N-(2-((4-(1-Acetyl-2-methyl-1,2,3,4-tetrahydroquinolin-6-yl)phenyl)amino)-2-oxoethyl)-2-(2-aminopyrimidin-5-yl)-7-methyl-4-morpholinothieno[3,2-d]pyrimidine-6-carboxamide C(C)(=O)N1[C@H](CCC2=CC(=CC=C12)C1=CC=C(C=C1)NC(CNC(=O)C1=C(C=2N=C(N=C(C2S1)N1CCOCC1)C=1C=NC(=NC1)N)C)=O)C